1,4,5,6,7,7-Hexachloro-5-norbornen ClC12CCC(C(=C1Cl)Cl)(C2(Cl)Cl)Cl